5'-chloro-2'-hydroxy-3'-nitrobiphenyl-3-carboxylic acid ClC=1C=C(C(=C(C1)C1=CC(=CC=C1)C(=O)O)O)[N+](=O)[O-]